1-((1S,4aS,4bR,6aR,8R,10aS,10bR,12aS)-8-hydroxy-8-(methoxymethyl)-12a-methyloctadecahydrochrysen-1-yl)ethan-1-one O[C@]1(C[C@H]2CC[C@H]3[C@@H]4CCC[C@@H]([C@]4(CC[C@@H]3[C@H]2CC1)C)C(C)=O)COC